N[C@H]1CS(C2=C(N(C1=O)CC1=CC=C(C=C1)OC1=CC=CC=C1)C=C(C=C2)C=2OC(=NN2)C(C)(C)S(=O)(=O)C2CC2)(=O)=O (3R)-3-amino-7-[5-(1-cyclopropylsulfonyl-1-methyl-ethyl)-1,3,4-oxadiazol-2-yl]-1,1-dioxo-5-[(4-phenoxyphenyl)methyl]-2,3-dihydro-1λ6,5-benzothiazepine-4-One